OC(C)(C)C=1C=C(C(=O)OC2=C(C=C(C=C2C(C)(C)O)C(C)(C)O)C(C)(C)O)C=C(C1)C(C)(C)O 2,4,6-tris(α-hydroxyisopropyl)phenyl 3,5-bis(α-hydroxyisopropyl)benzoate